Heptadecafluorodecyl mercaptopropionate SC(C(=O)OC(C(C(C(C(C(C(CCC(F)(F)F)(F)F)(F)F)(F)F)(F)F)(F)F)(F)F)(F)F)C